5-(4-fluorophenyl)-6-[3-methylimidazo[1,2-a]Pyridin-6-yl]Pyrazine-2-carboxamide FC1=CC=C(C=C1)C=1N=CC(=NC1C=1C=CC=2N(C1)C(=CN2)C)C(=O)N